FC1=C(C=CC2=C1CNS2(=O)=O)NC2=NNC(=C2)C2CC(CC2)C=2C=NN(C2)CC(C)(C)O 4-fluoro-5-((5-(3-(1-(2-hydroxy-2-methylpropyl)-1H-pyrazol-4-yl)cyclopentyl)-1H-pyrazol-3-yl)amino)-2,3-dihydrobenzo[d]isothiazole 1,1-dioxide